BrC1=CC(=C2C=NC=NC2=C1)OC 7-bromo-5-methoxyquinazoline